C(C)(C)(C)C=1C=C(C=C(C1O)C)CCC(=O)OCC(C)(C)C1OCC2(COC(OC2)C(COC(CCC2=CC(=C(C(=C2)C)O)C(C)(C)C)=O)(C)C)CO1 bis[2-[3-(3-t-butyl-4-hydroxy-5-methylphenyl)propionyloxy]-1,1-dimethylethyl]-2,4,8,10-tetraoxaspiro[5.5]undecane